1,1-diphenylseleno-1-decene C1(=CC=CC=C1)[Se]C(=CCCCCCCCC)[Se]C1=CC=CC=C1